2-ethylmethylamino-2,4,4,6,6,8,8-heptamethylcyclotetrasiloxane C(C)[Si]1(O[Si](O[Si](O[Si](O1)(C)C)(C)C)(CNC)C)C